Cl.N[C@H](C(=O)N=[S@](C=1SC=CC1)(=O)N)CC(C)C (S)-2-amino-N-((R)-amino(oxo)(thiophen-2-yl)-λ6-sulfanylidene)-4-methyl-pentanamide hydrochloride